tert-butyl 2-[3-(3-iodo-1-tetrahydropyran-2-yl-indazol-5-yl)oxypropoxy]acetate IC1=NN(C2=CC=C(C=C12)OCCCOCC(=O)OC(C)(C)C)C1OCCCC1